C1CC12CN(CCC2)C2CC(C2)N2C(C1(CCNCC1)C1=CC=C(C=C21)C2=CC1=C(C(=N2)NC=2C=CC(=C(C(=O)NC)C2)C)N(C=N1)C1CC1)=O 5-((6-(1-((1S,3s)-3-(5-azaspiro[2.5]oct-5-yl)cyclobutyl)-2-oxospiro[indoline-3,4'-piperidin]-6-yl)-3-cyclopropyl-3H-imidazo[4,5-c]pyridin-4-yl)amino)-N,2-dimethylbenzamide